FC=1C=CC2=C(N=C(O2)NC=2OC3=C(N2)C=C(C=C3)C3(CC3)C(=O)OC)C1 methyl 1-[2-(5-fluoro-1,3-benzoxazol-2-ylamino)-1,3-benzoxazol-5-yl]cyclopropanecarboxylate